1-((2S,3S)-2-hydroxypentan-3-yl)-1H-1,2,3-triazol-5(4H)-one O[C@@H](C)[C@H](CC)N1N=NCC1=O